tert-butyl N-[(1S,4R,5R)-2-azabicyclo[3.2.1]octan-4-yl]carbamate [C@H]12NC[C@@H]([C@H](CC1)C2)NC(OC(C)(C)C)=O